4-[(2R,5R)-5-[6-[benzoyl(methyl)amino]purin-9-yl]-2-[[bis(4-methoxyphenyl)-phenyl-methoxy]methyl]-4-methoxy-tetrahydrofuran-3-yl]oxy-4-oxo-butanoic acid C(C1=CC=CC=C1)(=O)N(C1=C2N=CN(C2=NC=N1)[C@H]1C(C([C@H](O1)COC(C1=CC=CC=C1)(C1=CC=C(C=C1)OC)C1=CC=C(C=C1)OC)OC(CCC(=O)O)=O)OC)C